4a-(2-chlorophenyl)octahydro-2H-benzo[b][1,4]oxazine ClC1=C(C=CC=C1)C12C(OCCN1)CCCC2